3-ethyl-2-(3-((2-methoxy-4-(methylsulfonyl)phenyl)amino)prop-1-yn-1-yl)benzofuran C(C)C1=C(OC2=C1C=CC=C2)C#CCNC2=C(C=C(C=C2)S(=O)(=O)C)OC